NC1=NC=CC(=C1)C(COC)C1CN[C@@H](C1)C(F)(F)F (5S)-3-(1-(2-Aminopyridin-4-yl)-2-methoxyethyl)-5-(trifluoromethyl)pyrrolidin